acryloyloxyethyl-2-Hydroxypropylphthalic acid C(C=C)(=O)OCCC=1C(=C(C(C(=O)O)=CC1)C(=O)O)CC(C)O